C(C)N(C(C1=C(C=CC(=C1)F)C=1C=2N(C=C(C1)C1CN(C1)CC1CCC(CC1)NS(=O)(=O)CC)C(=NC2)C)=O)C(C)C N-ethyl-5-fluoro-2-[3-methyl-6-(1-{[(1r,4r)-4-ethylsulfonylaminocyclohexyl]methyl}-azetidin-3-yl)imidazo[1,5-a]pyridin-8-yl]-N-(isopropyl)benzamide